5-chloro-1-(4-chloro-2-fluoro-phenyl)-4-(3,4-dichlorophenyl)-6-methyl-2-oxo-pyridine-3-carboxylic acid ClC=1C(=C(C(N(C1C)C1=C(C=C(C=C1)Cl)F)=O)C(=O)O)C1=CC(=C(C=C1)Cl)Cl